carbodiimide iodine [I].N=C=N